(2S,4S)-1-((S)-2-amino-3,3-dimethylbutanoyl)-4-hydroxy-N-(4-(4-methylthiazol-5-yl)benzyl)pyrrolidine-2-carboxamide HCl salt Cl.N[C@H](C(=O)N1[C@@H](C[C@@H](C1)O)C(=O)NCC1=CC=C(C=C1)C1=C(N=CS1)C)C(C)(C)C